ethyl (5S)-3-(5-amino-2-chloro-4-fluoro-phenyl)-5-methyl-4H-isoxazole-5-carboxylate NC=1C(=CC(=C(C1)C1=NO[C@@](C1)(C(=O)OCC)C)Cl)F